(1R,5S,6S)-6-(aminomethyl)-3-ethylbicyclo[3.2.0]heptane NC[C@@H]1[C@H]2CC(C[C@@H]2C1)CC